(2S,3'S)-1'-((2-bromophenyl)sulfonyl)-3-(4-fluorophenyl)-3'-hydroxy-5H-spiro[furan-2,2'-indoline]-5-one BrC1=C(C=CC=C1)S(=O)(=O)N1[C@]2([C@H](C3=CC=CC=C13)O)OC(C=C2C2=CC=C(C=C2)F)=O